N1,N2-bis[[(S)-2-oxo-3-[4-(3-oxo-4-morpholinyl)phenyl]-1,3-oxazolidin-5-yl]methyl]phthalic acid diamide O=C1O[C@H](CN1C1=CC=C(C=C1)N1C(COCC1)=O)CNC(C=1C(C(=O)NC[C@H]2CN(C(O2)=O)C2=CC=C(C=C2)N2C(COCC2)=O)=CC=CC1)=O